dimethyl-(2-acryloyloxyethyl)(3-sulfonatopropyl)aminium C[N+](CCCS(=O)(=O)[O-])(CCOC(C=C)=O)C